COC(=O)[C@@H]1C([C@H]1C1=CC(=CC(=C1)C(F)(F)F)C(F)(F)F)(Cl)Cl |r| trans-rac-methyl-3-(3,5-bis(trifluoromethyl)phenyl)-2,2-dichlorocyclopropane-1-carboxylate